2-chloro-4-[3-(2-fluoro-5-oxo-7H-pyrrolo[3,4-b]pyridin-6-yl)-2,2,4,4-tetramethylcyclobutoxy]benzonitrile ClC1=C(C#N)C=CC(=C1)OC1C(C(C1(C)C)N1CC2=NC(=CC=C2C1=O)F)(C)C